OC(C(=O)[O-])S(=O)O hydroxy-2-sulfinoacetate